(1R,3S)-3-{5-[2-(2-formyl-3-hydroxyphenoxy)acetamido]-2H-pyrazol-3-yl}cyclopentyl N-(1-methylcyclopropyl)carbamate CC1(CC1)NC(O[C@H]1C[C@H](CC1)C=1NN=C(C1)NC(COC1=C(C(=CC=C1)O)C=O)=O)=O